N-(2-carbamoyl-4,6-dichloro-phenyl)-2-cyclopropyl-5-(difluoromethyl)pyrazole-3-carboxamide C(N)(=O)C1=C(C(=CC(=C1)Cl)Cl)NC(=O)C=1N(N=C(C1)C(F)F)C1CC1